6-(3-((E)-4,4-difluoro-4-(2-(methoxy-d3)pyridin-4-yl)but-2-enoyl)-3,8-diazabicyclo[3.2.1]octan-8-yl)nicotinonitrile FC(/C=C/C(=O)N1CC2CCC(C1)N2C2=NC=C(C#N)C=C2)(C2=CC(=NC=C2)OC([2H])([2H])[2H])F